FC=1C=2N(C=C(C1)C=1N=C3N(C(N1)=O)C=C(C=C3)C=3CCN(CC3)C(=O)OC(C)(C)C)C=C(N2)C tert-butyl 4-(2-(8-fluoro-2-methylimidazo[1,2-a]pyridin-6-yl)-4-oxo-4H-pyrido[1,2-a][1,3,5]triazin-7-yl)-3,6-dihydropyridine-1(2H)-carboxylate